N-[2-(1s,2r)-[1,1'-bicyclopropane]-2-ylphenyl]-3-(difluoromethyl)-1-methyl-1H-pyrazole-4-carboxamide [C@@H]1([C@@H](C1)C1=C(C=CC=C1)NC(=O)C=1C(=NN(C1)C)C(F)F)C1CC1